N-((3S,4S)-4-fluoropyrrolidin-3-yl)-6-(imidazo[1,2-b]pyridazin-3-yl)pyridin-2-amine F[C@@H]1[C@H](CNC1)NC1=NC(=CC=C1)C1=CN=C2N1N=CC=C2